COC=1C=C(C=CC1OC)C=1NC2=CC=C(C=C2C1CC(F)(F)F)C(=O)N1CC2C(C1)CN(C2)C(=O)OC(C)(C)C tert-Butyl 5-(2-(3,4-dimethoxyphenyl)-3-(2,2,2-trifluoroethyl)-1H-indole-5-carbonyl)hexahydropyrrolo[3,4-c]pyrrole-2(1H)-carboxylate